N-(2-(2-chlorophenoxy)quinolin-6-yl)-3-hydroxy-4-methoxypicolinamide ClC1=C(OC2=NC3=CC=C(C=C3C=C2)NC(C2=NC=CC(=C2O)OC)=O)C=CC=C1